C1(=CC(=CC(=C1)C1=CC=CC=C1C(=O)[O-])C1=CC=CC=C1C(=O)[O-])C1=CC=CC=C1C(=O)[O-] 1,3,5-benzenetribenzoate